C(=O)(O)CCCC[N+](C)(C)C 4-carboxy-N,N,N-trimethyl-1-butanaminium